ClC=1C=C(C=CC1)C(CO)NC(=O)C=1N=CN(C1)C1=NC(=NC=C1C)NC1=CC=C(C=C1)F N-(1-(3-chlorophenyl)-2-hydroxyethyl)-1-(2-((4-fluoro-phenyl)amino)-5-methylpyrimidin-4-yl)-1H-imidazole-4-carboxamide